(S)-N-(1-Amino-3-hydroxy-1-oxopropan-2-yl)-5-((2,4-dimethyloxazol-5-yl)methoxy)-2-methylbenzofuran-3-carboxamide NC([C@H](CO)NC(=O)C1=C(OC2=C1C=C(C=C2)OCC2=C(N=C(O2)C)C)C)=O